NC=1C(=C(C(=O)O)C=CC1)N diaminobenzic acid